CC1=C(N=C(O1)C1=CC=C(C=C1)C1=CC=NC=C1)CN1CCN(CC1)C1=CC=C(C=C1)OC(F)(F)F 5-methyl-2-(4-(pyridin-4-yl)phenyl)-4-((4-(4-(trifluoromethoxy)phenyl)piperazin-1-yl)methyl)oxazole